(5-fluoropyrimidin-2-yl)-5-hydroxy-N-(4-(2-hydroxyethyl)phenyl)-1H-pyrazole-3-carboxamide FC=1C=NC(=NC1)N1N=C(C=C1O)C(=O)NC1=CC=C(C=C1)CCO